8-(6-((2-(3,3-dimethylpyrrolidin-1-yl)ethoxy)methyl)pyridin-3-yl)-3-methyl-1-(tetrahydro-2H-pyran-4-yl)-1H-imidazo[4,5-c]cinnolin-2(3H)-one CC1(CN(CC1)CCOCC1=CC=C(C=N1)C1=CC=2C3=C(N=NC2C=C1)N(C(N3C3CCOCC3)=O)C)C